C([O-])(O)=O.[C+](=O)=O carbon dioxide (bicarbonate)